C(C)(C)(C)OC(=O)N=C(C(N1C=C(C2=CC=CC=C12)C(=O)C=1SC=C(N1)C1C(OCC1)=O)=O)C(C)C.OC(C)C1NCCC1 2-(1-hydroxyethyl)pyrrolidine Tert-butyl-{[(2S)-3-methyl-1-oxo-1-(3-{[4-(2-oxotetrahydrofuran-3-yl)-1,3-thiazol-2-yl]carbonyl}indol-1-yl)butyl-2-yl]amino}formate